N-[(1S)-1-[4-[[2-chloro-8-[(1S)-1-methoxyethyl]imidazo[1,2-b]pyridazin-7-yl]amino]phenyl]-2,2,2-trifluoro-ethyl]-N-methyl-pyrrolidine-3-carboxamide ClC=1N=C2N(N=CC(=C2[C@H](C)OC)NC2=CC=C(C=C2)[C@@H](C(F)(F)F)N(C(=O)C2CNCC2)C)C1